C(#N)CN(CCN1C(N(CC1)CCN(CCNCC#N)CCNCC#N)=O)CCNCC#N 2,2'-((((2-(3-(2-((cyanomethyl)(2-((cyanomethyl)amino)eth-yl)amino)ethyl)-2-oxoimidazolidin-1-yl)ethyl)azanediyl)bis(eth-ane-2,1-diyl))bis(azanediyl))diacetonitrile